ClC1=C(C=CC(=C1NC=1C(=C2C(N(C=NC2=CC1)C)=O)C)F)NS(=O)(=O)CC N-(2-chloro-3-((3,5-dimethyl-4-oxo-3,4-dihydroquinazolin-6-yl)amino)-4-fluorophenyl)ethanesulfonamide